C(C1=CC=CC=C1)[C@H]1N(CCCC1)C1=CN=C(S1)N1C([C@H]2N(CCN(C2)C#N)CC1)=O (S)-8-(5-((S)-2-benzylpiperidin-1-yl)thiazol-2-yl)-9-oxooctahydro-2H-pyrazino[1,2-a]pyrazine-2-carbonitrile